3-Chloro-5-{6-[2-(4-chloro-2-cyano-indol-1-yl)-ethylamino]-pyrimidin-4-yl}-thiophen ClC1=CSC(=C1)C1=NC=NC(=C1)NCCN1C(=CC2=C(C=CC=C12)Cl)C#N